bis(3-(2,3-dipropylimidazolyl)propyl)-N-methyl-amine C(CC)C1=NC=C(N1CCC)CCCN(C)CCCC=1N(C(=NC1)CCC)CCC